FC=1C=C2C3C[C@H](CN3C=3C=CN4N=CC(NC(CCCC2=NC1)=O)=C4N3)O (4R)-9-fluoro-4-hydroxy-2,11,17,20,21,24-hexaazapentacyclo[16.5.2.02,6.07,12.021,25]pentacosane-1(24),7,9,11,18(25),19,22-heptaene-16-one